trans-1,3-bis(isocyanatomethyl)cyclohexane N(=C=O)C[C@@H]1C[C@H](CCC1)CN=C=O